ethyl 2-chloro-6-fluoro-1H-benzo[d]imidazole-7-carboxylate ClC1=NC2=C(N1)C(=C(C=C2)F)C(=O)OCC